NC1=NC2=CC=C(C=C2C=N1)C=1C(=C(C=CC1F)C=1C(=C(C=C(C1)F)S(=O)(=O)N)OC)F (3-(2-aminoquinazolin-6-yl)-2,4-difluorophenyl)-5-fluoro-2-methoxybenzenesulfonamide